N,N-dimethylformamide sulfur [S].CN(C=O)C